CC(C)C(CO)CCC 2-(1-methylethyl)-1-pentanol